2,5-thiophenedicarboxylate S1C(=CC=C1C(=O)[O-])C(=O)[O-]